2-{3-[(3r,5s)-3,5-dimethylpiperazin-1-yl]-1,2,4-triazin-6-yl}-5-(5,7-dimethyl-[1,2,4]triazolo[1,5-a]pyrimidin-2-yl)phenol C[C@@H]1CN(C[C@@H](N1)C)C=1N=NC(=CN1)C1=C(C=C(C=C1)C1=NN2C(N=C(C=C2C)C)=N1)O